NC1=NC=CC(=C1)CNC1=C(C(N(C[C@H]1CC(F)(F)F)C)=O)C(NC=1N=CSC1)=S |r| (5RS)-4-{[(2-aminopyridin-4-yl)methyl]amino}-1-methyl-2-oxo-N-(1,3-thiazol-4-yl)-5-(2,2,2-trifluoroethyl)-1,2,5,6-tetrahydropyridine-3-carbothioamide